di-phenylamine C1(=CC=CC=C1)NC1=CC=CC=C1